C(CCC)SC1=C(C=C(C=C1OC)C=C(C)[N+](=O)[O-])OC butyl-(2,6-dimethoxy-4-(2-nitroprop-1-en-1-yl)phenyl)sulfane